Cl.Cl.Cl.FC1=C2C=CN=NC2=CC=C1 5-fluorocinnoline trihydrochloride